butyl 3-(3-chlorophenyl)-2-((ethoxy carbonyl)(propyl)amino)propanoate ClC=1C=C(C=CC1)CC(C(=O)OCCCC)N(CCC)C(=O)OCC